CC=1C=C(C(=O)NC2COC3=C2C=CC(=C3)C3=NOC(=N3)C)C=CN1 2-methyl-N-(6-(5-methyl-1,2,4-oxadiazol-3-yl)-2,3-dihydrobenzofuran-3-yl)isonicotinamide